5,7,5'-trimethoxy-3',4'-methylenedioxyflavone COC1=C2C(C=C(OC2=CC(=C1)OC)C1=CC2=C(C(=C1)OC)OCO2)=O